1-(4-(tert-butyl)naphthalen-2-yl)-8,9,9-tri-methyl-7-(3,3,3-trifluoro-2,2-di-methylpropyl)-9H-benzo[4,5]germolo[2,3-c]-pyridine C(C)(C)(C)C1=CC(=CC2=CC=CC=C12)C1=NC=CC2=C1[Ge](C1=C2C=CC(=C1C)CC(C(F)(F)F)(C)C)(C)C